[C@@H]12CNC[C@@H](CC1)C2C2=C1C(N(C(C1=CC(=C2F)F)=O)C2C(NC(CC2)=O)=O)=O 4-((1R,5S,8r)-3-azabicyclo[3.2.1]octan-8-yl)-2-(2,6-dioxopiperidin-3-yl)-5,6-difluoroisoindoline-1,3-dione